(4-([1,2,4]triazolo[1,5-a]pyridin-7-yloxy)-3-methylphenyl)-5-((3,3-difluoro-1-(methyl-d3)piperidin-4-yl)oxy)quinazolin-4-amine N=1C=NN2C1C=C(C=C2)OC2=C(C=C(C=C2)C2=NC1=CC=CC(=C1C(=N2)N)OC2C(CN(CC2)C([2H])([2H])[2H])(F)F)C